3-isopropyl-2-methyl-5-(4,4,5,5-tetramethyl-1,3,2-dioxaborolan-2-yl)-2H-pyrazolo[3,4-b]pyridine C(C)(C)C=1N(N=C2N=CC(=CC21)B2OC(C(O2)(C)C)(C)C)C